3-(3,4-dihydroxyphenyl)-N-(4-hydroxyphenylethyl)propionamide OC=1C=C(C=CC1O)CCC(=O)NCCC1=CC=C(C=C1)O